1-[6-[6-[[6-[(3,3-difluoroazetidin-1-yl)methyl]pyridazin-3-yl]amino]pyrazolo[1,5-a]pyridin-3-yl]-3-(1-hydroxyethyl)pyridin-2-yl]-5-methylpyrazole-3-carbonitrile FC1(CN(C1)CC1=CC=C(N=N1)NC=1C=CC=2N(C1)N=CC2C2=CC=C(C(=N2)N2N=C(C=C2C)C#N)C(C)O)F